2-ethoxy-5-amino-N-(1-(3-(thiazol-2-yl)phenyl)ethyl)isonicotinamide C(C)OC=1C=C(C(=O)NC(C)C2=CC(=CC=C2)C=2SC=CN2)C(=CN1)N